2-oxoethyl 2,3,4-tri-O-acetyl-α-L-fucopyranoside C(C)(=O)O[C@@H]1[C@H](OCC=O)O[C@H]([C@H]([C@H]1OC(C)=O)OC(C)=O)C